2-[5-[8-[2-[3-[(3aS,6aR)-2-methyl-1,3,3a,4,6,6a-hexahydropyrrolo[3,4-c]pyrrol-5-yl]prop-1-ynyl]-4-pyridyl]-3,8-diazabicyclo[3.2.1]octan-3-yl]-6-amino-pyridazin-3-yl]phenol CN1C[C@@H]2CN(C[C@@H]2C1)CC#CC1=NC=CC(=C1)N1C2CN(CC1CC2)C=2C=C(N=NC2N)C2=C(C=CC=C2)O